(2S,3S)-undecane-2,3-diol C[C@@H]([C@H](CCCCCCCC)O)O